2-benzenesulfonyl-1-(2-methoxyphenyl)ethanone C1(=CC=CC=C1)S(=O)(=O)CC(=O)C1=C(C=CC=C1)OC